N-(4-((3,5-dimethyl-4-oxo-3,4-dihydroquinazolin-6-yl)amino)-3,5-difluoropyridin-2-yl)-3-fluoro-N-((2-(trimethylsilyl)ethoxy)-methyl)propane-1-sulfonamide CN1C=NC2=CC=C(C(=C2C1=O)C)NC1=C(C(=NC=C1F)N(S(=O)(=O)CCCF)COCC[Si](C)(C)C)F